(2R,5S)-5-(4-Chlorobenzyl)-4-(4-(1,5-dimethyl-1H-pyrazol-3-yl)cyclohexyl)-N-(5-(2-(2,6-dioxopiperidin-3-yl)-3-oxoisoindolin-4-yl)pentyl)morpholin-2-carboxamid ClC1=CC=C(C[C@H]2CO[C@H](CN2C2CCC(CC2)C2=NN(C(=C2)C)C)C(=O)NCCCCCC2=C3C(N(CC3=CC=C2)C2C(NC(CC2)=O)=O)=O)C=C1